[Si](C)(C)(C(C)(C)C)OC[C@]1(CN(C=2N=C(N=CC21)NC2=CC(=C(C=C2)N2CCN(CC2)C)C)C2=NN(C=C2)C)C |r| racemic-5-(((tert-butyldimethylsilyl)oxy)methyl)-5-methyl-7-(1-methyl-1H-pyrazol-3-yl)-N-(3-methyl-4-(4-methylpiperazin-1-yl)phenyl)-6,7-dihydro-5H-pyrrolo[2,3-d]pyrimidin-2-amine